4-[(E)-3-[4-(Difluoromethoxy)phenyl]prop-2-enoyl]-3-hydroxybenzoic acid FC(OC1=CC=C(C=C1)/C=C/C(=O)C1=C(C=C(C(=O)O)C=C1)O)F